C(#N)[C@@]1(CN(CC1)C(=O)NC=1SC(=C(N1)C1=CC(=CC=C1)C#N)C1=CC(=NC(=C1)C)C)C (3S)-3-cyano-N-[4-(3-cyanophenyl)-5-(2,6-dimethyl-4-pyridinyl)thiazol-2-yl]-3-methyl-pyrrolidine-1-carboxamide